C(C)(C)(C)NCCN1C(CCC1)=O 1-[2-(tert-butylamino)ethyl]pyrrolidin-2-one